C(C)NC1=CC(=CC(=N1)N1C(C2=CC(=CC(=C2C1)C(F)(F)F)CN1C[C@@H](CC1)F)=O)C1=C(C=NN1C)C1=NN=CN1C (R)-2-(6-(ethylamino)-4-(1-methyl-4-(4-methyl-4H-1,2,4-triazol-3-yl)-1H-pyrazol-5-yl)pyridin-2-yl)-6-((3-fluoropyrrolidin-1-yl)methyl)-4-(trifluoromethyl)isoindolin-1-one